C(C)(C)(C)NC=1N=C(C=C2C=C(C=NC12)C(F)(F)F)C(=O)O 8-(tert-butylamino)-3-(trifluoromethyl)-1,7-naphthyridine-6-carboxylic acid